ClC=1C=C(C=CC1OCC=1C=NN(C1)C(C)C)NC=1C2=C(N=CN1)NC=C2C2CCN(CC2)C(C=C)=O 1-(4-(4-((3-chloro-4-((1-isopropyl-1H-pyrazol-4-yl)methoxy)phenyl)amino)-7H-pyrrolo[2,3-d]pyrimidin-5-yl)piperidin-1-yl)prop-2-en-1-one